F[C@H](CCCCCC(=O)NC1=C(C=C(C=C1)NCC1=CC=C(C=C1)C(F)(F)F)N1CCCCC1)CF (7R)-7,8-Difluoro-N-(2-(piperidin-1-yl)-4-((4-(trifluoromethyl)benzyl)amino)phenyl)octanamid